C(C=C)(=O)N1CCC(CC1)N1C(C(=NC2=CC(=C(C=C12)Cl)Br)OCCN(C)C)=O 1-(1-Acryloylpiperidin-4-yl)-6-bromo-7-chloro-3-(2-(dimethylamino)ethoxy)quinoxalin-2(1H)-one